C(C)C1(CCC2(CN(C2)C(=O)C2CC(C2)(C)O)CC1)OC1=NC=C(C=C1)C(F)(F)F (7-Ethyl-7-((5-(trifluoromethyl)pyridin-2-yl)oxy)-2-azaspiro[3.5]nonan-2-yl)((1s,3s)-3-hydroxy-3-methylcyclobutyl)methanon